6-Ethoxy-4-(6-(6-((6-methoxypyridin-3-yl)methyl)-3,6-diazabicyclo[3.1.1]hept-3-yl)pyridin-3-yl)pyrazolo[1,5-a]pyridine-3-carbonitrile C(C)OC=1C=C(C=2N(C1)N=CC2C#N)C=2C=NC(=CC2)N2CC1N(C(C2)C1)CC=1C=NC(=CC1)OC